5-(5-((1-(Dimethylglycyl)piperidin-4-yl)methoxy)-3-isopropyl-1H-indol-2-yl)-1,3-dimethylpyridin-2(1H)-on CN(CC(=O)N1CCC(CC1)COC=1C=C2C(=C(NC2=CC1)C=1C=C(C(N(C1)C)=O)C)C(C)C)C